5-(benzyloxy)-6-cyano-N-(4,4-difluoropyrrolidin-3-yl)-2-methylbenzofuran-3-carboxamide C(C1=CC=CC=C1)OC=1C(=CC2=C(C(=C(O2)C)C(=O)NC2CNCC2(F)F)C1)C#N